CC(C=O)(COC(CCCCCCCCCCC)=O)C 2,2-dimethyl-3-lauroyloxypropionaldehyde